FC1=C2CN(CC2=CC=C1)C=1OC2=C(C=C(C=C2C(C1)=O)C)[C@@H](C)NC1=C(C(=O)O)C=CC=C1 (R)-2-((1-(2-(4-fluoroisoindolin-2-yl)-6-methyl-4-oxo-4H-chromen-8-yl)ethyl)amino)benzoic acid